tert-butyl 3-cyano-3-(1,1-difluoro-3-hydroxy-propyl)azetidine-1-carboxylate C(#N)C1(CN(C1)C(=O)OC(C)(C)C)C(CCO)(F)F